C1CCC2=C(C=CC=C12)C1=C(C=C2C(=N1)C(=NN2)C=2C=NN(C2)C21CN(CC1C2)C(CO)=O)OC (1-(4-(5-(2,3-Dihydro-1H-inden-4-yl)-6-methoxy-1H-pyrazolo[4,3-b]pyridin-3-yl)-1H-pyrazol-1-yl)-3-azabicyclo[3.1.0]hexan-3-yl)-2-hydroxyethan-1-one